9,9-bis-(4-aminophenyl)Fluorene tert-butyl-(4-((8-(4-cyanobutoxy)octyl)oxy)butyl)carbamate C(C)(C)(C)N(C(O)=O)CCCCOCCCCCCCCOCCCCC#N.NC1=CC=C(C=C1)C1(C2=CC=CC=C2C=2C=CC=CC12)C1=CC=C(C=C1)N